(trans-4-(2-(4-(1-(2-(cyclopropylmethoxy)-4-fluorophenyl)-1H-pyrrolo[2,3-c]pyridin-3-yl)piperidin-1-yl)ethyl)cyclohexyl)methanesulfonamide C1(CC1)COC1=C(C=CC(=C1)F)N1C=C(C=2C1=CN=CC2)C2CCN(CC2)CC[C@@H]2CC[C@H](CC2)CS(=O)(=O)N